3-[[1-(1-tert-butoxycarbonyl-4-piperidyl)pyrazol-4-yl]methylamino]phthalic acid C(C)(C)(C)OC(=O)N1CCC(CC1)N1N=CC(=C1)CNC1=C(C(C(=O)O)=CC=C1)C(=O)O